FC(N1N=CC(=C1)B1OC(C(O1)(C)C)(C)C)F 1-(difluoromethyl)-4-(4,4,5,5-tetramethyl-1,3,2-dioxaborolan-2-yl)pyrazole